tert-butyl-N-[[8-(bromomethyl)-5-[4-(trifluoromethoxy)phenyl]-7-quinolyl]methyl]-N-tert-butoxycarbonyl-carbamate C(C)(C)(C)OC(N(C(=O)OC(C)(C)C)CC1=CC(=C2C=CC=NC2=C1CBr)C1=CC=C(C=C1)OC(F)(F)F)=O